ClC=1C=C(C=CC1Cl)C=1C=CC=2N(N1)C=C(N2)CC(=O)O 2-(6-(3,4-dichlorophenyl)imidazo[1,2-b]pyridazin-2-yl)acetic acid